FC1=CC(=C(C#N)C=C1)B1OC(C(O1)(C)C)(C)C 4-fluoro-2-(4,4,5,5-tetramethyl-1,3,2-dioxa-borolan-2-yl)benzonitrile